CC(CCC(C(=O)O)(C)OC(CC)=O)C.C(CC)(=O)OC(C(=O)OCC(C)C)(C)C isobutyl α-propanoyloxyisobutyrate (2-methylpropyl α-propanoyloxyisobutyrate)